BrC1=CC2=CN(N=C2C(=C1OCOC)F)C 5-bromo-7-fluoro-6-(methoxymethoxy)-2-methylindazole